6-((4-(cyclopropylmethoxy)-3-methoxyphenyl)amino)-3-morpholinoquinoxaline-5-carbonitrile C1(CC1)COC1=C(C=C(C=C1)NC1=C(C=2N=C(C=NC2C=C1)N1CCOCC1)C#N)OC